FC1=CC=C(C=C1)N1CCN(CC1)S(=O)(=O)C=1N=NC(=CC1C)C1=CC=CC=C1 3-((4-(4-fluorophenyl)piperazin-1-yl)sulfonyl)-4-methyl-6-phenylpyridazine